4-[4-[(1R)-2-amino-1-hydroxyethyl]pyrazol-1-yl]-3-(6-cyclobutyloxy-2-methylpyrimidin-4-yl)oxybenzonitrile NC[C@H](O)C=1C=NN(C1)C1=C(C=C(C#N)C=C1)OC1=NC(=NC(=C1)OC1CCC1)C